tert-butyl 2-(cis-6-((4-chloro-3-(1-methyl-1H-1,2,4-triazol-3-yl)phenyl)carbamoyl)-3-methyl-6-azabicyclo[3.1.1]heptane-1-carbonyl)hydrazinecarboxylate ClC1=C(C=C(C=C1)NC(=O)N1C2CC(CC1(C2)C(=O)NNC(=O)OC(C)(C)C)C)C2=NN(C=N2)C